[Si](C1=CC=CC=C1)(C1=CC=CC=C1)(C(C)(C)C)OC[C@@H]1N(C(CC1)=O)C(=O)OC(C)(C)C tert-butyl (2R)-2-[[(tert-butyldiphenylsilyl)oxy]methyl]-5-oxopyrrolidine-1-carboxylate